(Z)-4-(2-chlorophenyl-sulfonyl)-3-fluoro-but-2-en-1-amine hydrochloride Cl.ClC1=C(C=CC=C1)S(=O)(=O)C/C(=C/CN)/F